CNC(=O)C=1C=C(C=CC1)C1=CC=C(C=C1)C=1N=NNC1C(=O)O 4-(3'-(methylcarbamoyl)-[1,1'-biphenyl]-4-yl)-1H-1,2,3-triazole-5-carboxylic acid